(S)-7'-(3,5-difluorophenyl)-1-(quinolin-4-yl)dihydro-1'H,3'H,5'H-spiro[piperidine-4,2'-pyrazolo[1,2-a]pyrazol]-1'-one FC=1C=C(C=C(C1)F)[C@@H]1CCN2N1C(C1(C2)CCN(CC1)C1=CC=NC2=CC=CC=C12)=O